O=C1NC(CCC1C1=NOC2=C1C=CC=C2C2CCN(CC2)C2CCN(CC2)C(=O)OC(C)(C)C)=O tert-butyl 4-[4-[3-(2,6-dioxo-3-piperidyl)-1,2-benzoxazol-7-yl]-1-piperidyl]piperidine-1-carboxylate